ClC=1C=C(OC2=C(N=CN(C2=O)CC2=CN=C(NC2=O)C(=O)N)C(F)(F)F)C=C(C1)C#N 5-((5-(3-chloro-5-cyanophenoxy)-6-oxo-4-(trifluoromethyl)pyrimidin-1(6H)-yl)methyl)-6-oxo-1,6-dihydropyrimidine-2-carboxamide